C(C)N(S(=O)(=O)NC=1C(=C(C(=O)C2=CNC3=NC=C(C=C32)C3=C(C=C(C=C3)N3CCN(CC3)C(=O)OCCCC)C)C(=CC1)F)F)C butyl 4-[4-[3-[3-[[ethyl(methyl)sulfamoyl]amino]-2,6-difluoro-benzoyl]-1H-pyrrolo[2,3-b]pyridin-5-yl]-3-methyl-phenyl]piperazine-1-carboxylate